C12(CC3CC(CC(C1)C3)C2)CN(C(C2=CC=C(C=C2)N2CCN(CC2)C(C2=C(C=CC=C2)C#CC=2C=NC=C(C2)OCC)=O)=O)C N-(1-Adamantylmethyl)-4-[4-[2-[2-(5-ethoxypyridin-3-yl)ethynyl]benzoyl]piperazin-1-yl]-N-methylbenzamide